cholane-24-oate C(CC[C@@H](C)[C@H]1CC[C@H]2[C@@H]3CCC4CCCC[C@]4(C)[C@H]3CC[C@]12C)(=O)[O-]